C1(=C(C=CC=C1)C#CC1=NNC2=CC=C(C=C12)C(=O)N1C[C@@H](CC1)N1CCC(CC1)C(=O)N(C)C)C1=CC=CC=C1 (R)-1-(1-(3-([1,1'-biphenyl]-2-ylethynyl)-1H-indazole-5-carbonyl)pyrrolidin-3-yl)-N,N-dimethylpiperidine-4-carboxamide